Cl.Cl.CN1C[C@@H](CC1)N (3R)-1-methylpyrrolidin-3-amine dihydrochloride